2,4-dichloro-5-methyl-pyridine-3-carbaldehyde ClC1=NC=C(C(=C1C=O)Cl)C